2-((2-aminoethoxy)methyl)-N-(4-(5-(3-ethynylbenzamido)-1-methyl-1H-pyrazol-3-yl)phenyl)benzamide NCCOCC1=C(C(=O)NC2=CC=C(C=C2)C2=NN(C(=C2)NC(C2=CC(=CC=C2)C#C)=O)C)C=CC=C1